2-((1-(3,5-bis(trifluoromethyl)phenyl)pyrrolidin-3-yl)oxy)acetic acid FC(C=1C=C(C=C(C1)C(F)(F)F)N1CC(CC1)OCC(=O)O)(F)F